4-[(4-chloro-2-hydroxy-benzoyl)amino]butyric acid ClC1=CC(=C(C(=O)NCCCC(=O)O)C=C1)O